CN1N=C(C=C1C)NC1=NC=C(C(=N1)C1=CNC2=C(C=CC=C12)N1C(C2=C(C=CC(=C2C1)C1=C(C=NC=C1)C)F)=O)C 2-(3-(2-((1,5-dimethyl-1H-pyrazol-3-yl)amino)-5-methylpyrimidin-4-yl)-1H-indol-7-yl)-7-fluoro-4-(3-methylpyridin-4-yl)isoindolin-1-one